6-hydroxy-4-(methyl-d3)-7-nitro-2H-benzo[b][1,4]oxazin-3(4H)-one OC1=CC2=C(OCC(N2C([2H])([2H])[2H])=O)C=C1[N+](=O)[O-]